4-((3-(2,3-difluoro-4-(prop-2-yn-1-yloxy)phenyl)imidazo[1,2-a]pyrazin-8-yl)amino)-2-ethylbenzoic acid FC1=C(C=CC(=C1F)OCC#C)C1=CN=C2N1C=CN=C2NC2=CC(=C(C(=O)O)C=C2)CC